C(CCC)OC(=O)NC1=CC=C(C=C1)N1CC(CS(C2=C1C=C(C(=C2)O/C=C/C(=O)OCC)SC)(=O)=O)(CCCC)CCCC Ethyl (E)-3-((5-(4-((butoxycarbonyl)amino)phenyl)-3,3-dibutyl-7-(methylthio)-1,1-dioxido-2,3,4,5-tetrahydro-1,5-benzothiazepin-8-yl)oxy)acrylate